BrC1=C(C(=CC(=C1)F)F)OC 1-bromo-3,5-difluoro-2-methoxybenzene